(1R,2R)-N-((S)-3-(6-chloro-2H-indazol-5-yl)-2-(dimethylamino)propyl)-2-methyl-2-phenylcyclopropane-1-carboxamide ClC=1C(=CC2=CNN=C2C1)C[C@@H](CNC(=O)[C@H]1[C@@](C1)(C1=CC=CC=C1)C)N(C)C